Cl.O1NOC2=C1C=CC(=C2)C(=O)N benzo[D][1,3]dioxazole-5-carboxamide hydrochloride